CC1CN(CC(O1)C)CC1CCN(CC1)C1=C(C=CC=C1F)C1=C(C=CC(=C1)S(=O)(=O)N(C)C)S(=O)(=O)N (2-(4-((2,6-dimethylmorpholinyl)methyl)piperidin-1-yl)-3-fluorophenyl)-N4,N4-dimethylbenzene-1,4-disulfonamide